(4-butylphenyl)-[3-[4-(methylamino)-5,6,7,8-tetrahydropyrido[3,4-d]pyrimidin-2-yl]pyrrolidin-1-yl]methanone C(CCC)C1=CC=C(C=C1)C(=O)N1CC(CC1)C=1N=C(C2=C(N1)CNCC2)NC